bis(2-hydroxyethyl)ammonium OCC[NH2+]CCO